C(C)OCCNC(=O)C1CN(C1)C1=CC(=C2C(C(=CN(C2=N1)C1=NC(=NS1)C=1C=NC=CC1)C(=O)O)=O)C 7-{3-[(2-ethoxyethyl)carbamoyl]azetidin-1-yl}-5-methyl-4-oxo-1-[3-(pyridin-3-yl)-1,2,4-thiadiazol-5-yl]-1,4-dihydro-1,8-naphthyridine-3-carboxylic acid